(trifluoromethyl)borat FC(F)(F)OB([O-])[O-]